1H-benzimidazole-1-thiocarboxylate N1(C=NC2=C1C=CC=C2)C([O-])=S